OC[C@H]1O[C@H]([C@@H]([C@@H]1O)O)N1C=C(C2=C1N=CN=C2NC)C (2R,3S,4R,5R)-2-(hydroxymethyl)-5-(5-methyl-4-(methylamino)-7H-pyrrolo[2,3-d]pyrimidin-7-yl)tetrahydrofuran-3,4-diol